C(C1=CC=CC=C1)OC1=NC(=CC=C1C1=CC=C(C=C1)N1CCC(CC1)C(=O)OC(C)(C)C)OCC1=CC=CC=C1 tert-butyl 1-(4-(2,6-bis(benzyloxy)pyridin-3-yl)phenyl)piperidine-4-carboxylate